C1(=CC=CC=C1)P(CC1=CC=C(C=C1)C1=CC=CC=C1)(C1=CC=CC=C1)=O diphenyl-(4-phenylbenzyl)phosphine oxide